3,5-dichloropyrazine-2-carboxylic acid ClC=1C(=NC=C(N1)Cl)C(=O)O